ClC=1C=CC(=C(C1)N1[C@H](CCC1)C)[N+](=O)[O-] (2S)-1-(5-chloro-2-nitrophenyl)-2-methylpyrrolidine